tert-butyl 5-(((1-((tertbutyldimethylsilyl)oxy)cyclopropyl)methyl)sulfonyl)-1-((4-(1,1,1,3,3,3-hexafluoro-2-hydroxypropan-2-yl)phenyl)carbamoyl)isoindoline-2-carboxylate C(C)(C)(C)[Si](OC1(CC1)CS(=O)(=O)C=1C=C2CN(C(C2=CC1)C(NC1=CC=C(C=C1)C(C(F)(F)F)(C(F)(F)F)O)=O)C(=O)OC(C)(C)C)(C)C